6-Acetyl-4-ethyl-8-methylpyrazolo[1,5-a]pyrido[3,2-e]pyrimidin-5(4H)-one C(C)(=O)C1=CC(=NC2=C1C(N(C=1N2N=CC1)CC)=O)C